The molecule is a ketoaldonate and a member of arabinonates. It derives from a D-arabinonate. It is a conjugate base of a 2-dehydro-3-deoxy-D-arabinonic acid. C([C@@H](CO)O)C(=O)C(=O)[O-]